((R)-1-(4-((2-((3s,4S)-4-amino-3-methyl-2-oxa-8-azaspiro[4.5]decan-8-yl)pyrido[2,3-b]pyrazin-6-yl)thio)-3-chloropyridin-2-yl)pyrrolidin-3-yl)methanol N[C@@H]1[C@@H](OCC12CCN(CC2)C=2N=C1C(=NC2)N=C(C=C1)SC1=C(C(=NC=C1)N1C[C@@H](CC1)CO)Cl)C